CCCC(CCC)NC(=O)C=1C2=C(SC1)C=CC(=C2)C=2C=NN(C2)C N-(heptane-4-yl)-5-(1-methyl-1H-pyrazol-4-yl)benzo[b]thiophene-3-carboxamide